3,5,3',5'-tetrabromo-4,4'-diaminobiphenyl BrC=1C=C(C=C(C1N)Br)C1=CC(=C(C(=C1)Br)N)Br